(1-fluoroethyl)-3-isopropyl-N-[1-[[(2S)-morpholin-2-yl]methyl]-4-piperidinyl]imidazo[1,2-a]pyridin-8-amine FC(C)C=1N=C2N(C=CC=C2NC2CCN(CC2)C[C@@H]2CNCCO2)C1C(C)C